1-(4-pyridinyl)pyrazole-4-carboxylic acid N1=CC=C(C=C1)N1N=CC(=C1)C(=O)O